BrC1=CC=CC2=C1OC(C(N2C2=NC=CC=N2)=O)(C)C 8-bromo-2,2-dimethyl-4-(pyrimidin-2-yl)-2H-benzo[b][1,4]oxazin-3(4H)-one